C(CC1=CC=CC=C1)NC(=O)N1C=NC2=C1C=NC=C2 N-Phenethyl-3H-imidazo[4,5-c]pyridine-3-carboxamide